(3R,4S)-3-cyclopropyl-1-(6-(1-((S)-2,2-difluorocyclopropyl)-1H-pyrazol-4-yl)pyrrolo[1,2-b]pyridazin-4-yl)-4-methyl-2-oxopyrrolidine-3-carbonitrile C1(CC1)[C@]1(C(N(C[C@H]1C)C=1C=2N(N=CC1)C=C(C2)C=2C=NN(C2)[C@@H]2C(C2)(F)F)=O)C#N